N-(ethyl-1,1-d2)-5-fluoro-2-hydroxy-N-isopropylbenzamide C(C)([2H])([2H])N(C(C1=C(C=CC(=C1)F)O)=O)C(C)C